1-Amino-2-chloro-6-(cyanomethyl)pyridin-1-ium 2,4,6-trimethylbenzenesulfonate CC1=C(C(=CC(=C1)C)C)S(=O)(=O)[O-].N[N+]1=C(C=CC=C1CC#N)Cl